(S)-9-ethyl-5-fluoro-9-hydroxy-4-methyl-1-methylene-1,2,3,9,12,15-hexahydro-10H,13H-benzo[de]pyrano[3',4':6,7]indolizino[1,2-b]quinoline-10,13-dione C(C)[C@]1(C(OCC=2C(N3CC=4C(=NC=5C=C(C(=C6C5C4C(CC6)=C)C)F)C3=CC21)=O)=O)O